N1CC(C1)C(=O)N1CC2(CN(C2)C2=CC=C(C=N2)C=2C=C(C=3N(C2)N=CC3C#N)OC)CC1 6-(6-(6-(azetidine-3-carbonyl)-2,6-diazaspiro[3.4]octan-2-yl)pyridin-3-yl)-4-methoxypyrazolo[1,5-a]pyridine-3-carbonitrile